5-(4-((3-(2-methyl-6-(3-hydroxypropoxy)pyridine-3-yl)-2-methylphenyl)methoxy)phenyl)isothiazole-3-ol 1-oxide CC1=NC(=CC=C1C=1C(=C(C=CC1)COC1=CC=C(C=C1)C1=CC(=NS1=O)O)C)OCCCO